7-(7-(8-bromo-7-fluoro-3-hydroxynaphthalen-1-yl)-8-fluoro-2-(((2R,7aS)-2-fluorohexahydro-1H-pyrrolizin-7a-yl)methoxy)pyrido[4,3-d]pyrimidin-4-yl)-2-thia-1,3,7-triazaspiro[4.5]decane BrC=1C(=CC=C2C=C(C=C(C12)C1=C(C=2N=C(N=C(C2C=N1)N1CC2(CNSN2)CCC1)OC[C@]12CCCN2C[C@@H](C1)F)F)O)F